C(C1=CC=CC=C1)[P+](C1=CC=CC=C1)(C1=CC=CC=C1)N(CC)CC benzyl-(diethylamino)diphenylphosphonium